2-benzyl-2-(((2R,3R,4R,5R)-3,4-diacetoxy-5-(6-amino-2-chloro-9H-purin-9-yl)-3-ethynyl-tetrahydrofuran-2-yl)methoxy)malonic acid diethyl ester C(C)OC(C(C(=O)OCC)(OC[C@H]1O[C@H]([C@@H]([C@]1(C#C)OC(C)=O)OC(C)=O)N1C2=NC(=NC(=C2N=C1)N)Cl)CC1=CC=CC=C1)=O